2-((1S,2S)-1-(2-cyanophenyl)-1-(1-ethyl-5-methyl-1H-pyrazol-4-yl)propan-2-yl)-5-hydroxy-N-(isoxazol-4-yl)-1-methyl-6-oxo-1,6-dihydropyrimidine-4-carboxamide C(#N)C1=C(C=CC=C1)[C@H]([C@H](C)C=1N(C(C(=C(N1)C(=O)NC=1C=NOC1)O)=O)C)C=1C=NN(C1C)CC